C1(=CC=CC=C1)N1N=CC(=C1)C1=CN=C(N1)C(=O)N([C@@H]1CNCC1)C(C)C 5-(1-phenyl-1H-pyrazol-4-yl)-N-(propan-2-yl)-N-[(3S)-pyrrolidin-3-yl]-1H-imidazole-2-carboxamide